BrC=1C=C2C(=NN=C(C2=CC1)Cl)C 6-bromo-1-chloro-4-methylphthalazine